S(=O)(=O)(O)O.C(C1=CC=CC=C1)N(C(=N)N)C N-benzyl-N-methyl-guanidine sulfate